4-((3-(4-(difluoromethoxy)phenyl)imidazo[1,2-a]pyrazin-8-yl)amino)-N-(4-guanidinobutyl)-2-methylbenzamide FC(OC1=CC=C(C=C1)C1=CN=C2N1C=CN=C2NC2=CC(=C(C(=O)NCCCCNC(=N)N)C=C2)C)F